8-Oxa-2-aza-spiro[4.5]decane-2-carboxylic acid [7-(1-acetyl-1,2,3,6-tetrahydro-pyridin-4-yl)-4-methoxy-thiazolo[4,5-c]pyridin-2-yl]-amide C(C)(=O)N1CCC(=CC1)C=1C2=C(C(=NC1)OC)N=C(S2)NC(=O)N2CC1(CC2)CCOCC1